4-(4-(2-(2-cyclopropylphenyl)pyrrolidin-1-yl)cyclohexyl)benzoic acid C1(CC1)C1=C(C=CC=C1)C1N(CCC1)C1CCC(CC1)C1=CC=C(C(=O)O)C=C1